6-(1-(1-ethoxyethyl)-1H-pyrazol-4-yl)-7-fluoro-5-isopropoxy-N-((S)-1,1,1-trifluoropropan-2-yl)-[1,2,4]triazolo[1,5-a]pyridin-2-amine C(C)OC(C)N1N=CC(=C1)C=1C(=CC=2N(C1OC(C)C)N=C(N2)N[C@H](C(F)(F)F)C)F